3-isopropyl-5-((1-methylpiperidin-4-yl)oxy)-2-(2-methylpyridin-4-yl)-1H-indole C(C)(C)C1=C(NC2=CC=C(C=C12)OC1CCN(CC1)C)C1=CC(=NC=C1)C